FC1(CN(CCC1)CC1=CC=C(C=C1)[C@H](C)NC=1N=CC2=C(N1)N(C(C=C2)=O)[C@@H](C)C(C)(C)C)F 2-{[(1S)-1-{4-[(3,3-difluoropiperidin-1-yl)methyl]phenyl}ethyl]amino}-8-[(2S)-3,3-dimethylbutan-2-yl]pyrido[2,3-d]pyrimidin-7(8H)-one